N-(2-cyclopropyl-4-fluorophenyl)-N-(4,5-dimethyloxazol-2-yl)-7-nitrobenzo[c][1,2,5]oxadiazol-4-amine C1(CC1)C1=C(C=CC(=C1)F)N(C1=CC=C(C2=NON=C21)[N+](=O)[O-])C=2OC(=C(N2)C)C